1-(2-isopropylphenyl)-3-[[4-[1-methyl-5-[4-(trifluoromethyl)-1-piperidyl]-1,2,4-triazole-3-yl]phenyl]methyleneamino]thiourea C(C)(C)C1=C(C=CC=C1)NC(=S)NN=CC1=CC=C(C=C1)C1=NN(C(=N1)N1CCC(CC1)C(F)(F)F)C